C[C@@H]1N(CC[C@@H]1NS(=O)(=O)C1=CC=C(C=C1)[N+](=O)[O-])C(=O)OC(C)(C)C tert-butyl (2S,3S)-2-methyl-3-((4-nitrophenyl)sulfonamido)pyrrolidine-1-carboxylate